C(CCC)C=1N(C2=C(C=NC=3C=CC=CC23)N1)C 2-butyl-1-methyl-1H-imidazo[4,5-c]quinoline